(S)-10-bromo-9-chloro-3-(methoxymethyl)-2H-[1,4]thiazino[2,3,4-ij]quinazoline-5,7(3H,6H)-dione BrC1=C(C=C2C(NC(N3C2=C1SC[C@@H]3COC)=O)=O)Cl